cobalt carbonyl-aluminum C(=O)=[Al].[Co]